S1N=CC=2N=CN=CC21 isothiazolo[4,5-d]pyrimidine